(4-(bis(4H-benzo[d][1,3]dioxin-6-yl)methyl)piperazin-1-yl)(4-phenyl-2H-1,2,3-triazol-2-yl)methanone O1COCC2=C1C=CC(=C2)C(N2CCN(CC2)C(=O)N2N=CC(=N2)C2=CC=CC=C2)C2=CC1=C(OCOC1)C=C2